ClC1=CC(=CN=N1)OCCC1=CC=CC=C1 6-chloro-4-phenethyloxy-pyridazine